2-benzyl-2-(2-t-Butoxycarbonylhydrazino)-3-phenylpropionic acid C(C1=CC=CC=C1)C(C(=O)O)(CC1=CC=CC=C1)NNC(=O)OC(C)(C)C